(3R,5'S)-5'-carbamoyl-1'-(N-(4,6-difluoro-1H-indole-2-carbonyl)-N-methyl-L-leucyl)-2-oxospiro[indoline-3,3'-pyrrolidine] C(N)(=O)[C@@H]1C[C@@]2(CN1C([C@@H](N(C)C(=O)C=1NC3=CC(=CC(=C3C1)F)F)CC(C)C)=O)C(NC1=CC=CC=C12)=O